2-(4-amino-1-(4-(((2-methacrylamidoethoxy)carbonylamino)methyl)benzyl)-1H-imidazo[4,5-c]quinolin-2-yl)acetic acid NC1=NC=2C=CC=CC2C2=C1N=C(N2CC2=CC=C(C=C2)CNC(=O)OCCNC(C(=C)C)=O)CC(=O)O